CSC=1N=C(C=2N=CN([C@]3([C@H](O)[C@H](O)[C@@H](CO)O3)C(N)=O)C2N1)N(C(CCCC)=O)O 2-methylthio-N6-hydroxy-N-valeryl-carbamoyl-adenosine